C(C)(C)N1C(=NC2=NC=C(C=C21)C=2C=CN1N=C(N=CC12)NC1CC(C1)O)C 3-((5-(1-isopropyl-2-methyl-1H-imidazo[4,5-b]pyridin-6-yl)pyrrolo[2,1-f][1,2,4]triazin-2-yl)amino)cyclobutan-1-ol